O[C@@H]([C@@H](C(NCC1=NC=CC=N1)=O)N1C(C2(C1)N(CCC2)C(=O)OC(C)(C)C)=O)C tert-butyl 2-((2S,3R)-3-hydroxy-1-oxo-1-((pyrimidin-2-ylmethyl) amino) butan-2-yl)-1-oxo-2,5-diazaspiro[3.4]octane-5-carboxylate